2-cyclopropyl-N-methyl-N-phenyl-1,2,3,4-tetrahydroisoquinolin-7-amine hydrochloride Cl.C1(CC1)N1CC2=CC(=CC=C2CC1)N(C1=CC=CC=C1)C